5-{[2-(2-cyano-4-fluorophenyl)-2-azaspiro[3.3]heptan-6-yl]oxy}-2'-ethoxy-N-(2-sulfamoylethyl)-[2,3'-bipyridine]-6-carboxamide C(#N)C1=C(C=CC(=C1)F)N1CC2(C1)CC(C2)OC=2C=CC(=NC2C(=O)NCCS(N)(=O)=O)C=2C(=NC=CC2)OCC